ClC1=C(C(=O)O)C=CC(=N1)C(F)(F)F 2-chloro-6-(trifluoromethyl)nicotinic acid